C(C)C(C(=O)OCOC(=O)C1=CC=CC=2C[C@@H](B(OC21)O)NC(CC)=O)CC.B(O)O boronic acid ((2-ethylbutanoyl)oxy)methyl-(R)-2-hydroxy-3-propionamido-3,4-dihydro-2H-benzo[e][1,2]oxaborinine-8-carboxylate